7-[1-(3-Chlorophenyl)-3-ethoxycarbonyl-7-oxo-4,5-dihydropyrazolo[3,4-c]pyridin-6-yl]-3,4-dihydro-1H-isoquinoline-2-carboxylic acid tert-butyl ester C(C)(C)(C)OC(=O)N1CC2=CC(=CC=C2CC1)N1C(C2=C(CC1)C(=NN2C2=CC(=CC=C2)Cl)C(=O)OCC)=O